Cl.[N+](=O)([O-])C1=CC=C(C[C@H](N)C(=O)O)C=C1 4-nitro-L-phenylalanine hydrochloride